Bis(4-hydroxyphenyl)-methan OC1=CC=C(C=C1)CC1=CC=C(C=C1)O